S(C)(=O)(=O)O.N[C@H](C(=O)O)COC(=O)OC1=C(C=CC=C1C(C)C)C(C)C (S)-2-amino-3-(2,6-diisopropylphenoxycarbonyloxy)-propanoic acid mesylate